2-n-butylaniline CCCCC1=CC=CC=C1N